(Z)-8-benzyl-6-(2-fluoro-3-nitrophenyl)-2-(furan-2-ylmethylene)imidazo[1,2-a]Pyrazin-3(2H)-one C(C1=CC=CC=C1)C=1C=2N(C=C(N1)C1=C(C(=CC=C1)[N+](=O)[O-])F)C(/C(/N2)=C/C=2OC=CC2)=O